FC(OC1=CC=2N(C=C1)C(=CN2)I)F 7-(difluoromethoxy)-3-iodoimidazo[1,2-a]pyridine